N-(5-(7-(dimethylamino)-6-fluoro-5-(methylthio)-1H-indazol-4-yl)pyrazolo[1,5-a]pyridin-2-yl)-2-fluorocyclopropane-1-carboxamide CN(C=1C(=C(C(=C2C=NNC12)C1=CC=2N(C=C1)N=C(C2)NC(=O)C2C(C2)F)SC)F)C